(1r,4r)-4-(Buta-2,3-dienamidomethyl)cyclohexane-1-carboxylate C(C=C=C)(=O)NCC1CCC(CC1)C(=O)[O-]